5-((1H-pyrazol-3-yl)methyl)-1-methyl-4,5,6,7-tetrahydro-1H-imidazo[4,5-c]pyridine-2-carboxamide N1N=C(C=C1)CN1CC2=C(CC1)N(C(=N2)C(=O)N)C